C1(=CC=CC=C1)C#CCNC1=CC2=CC=CC=C2C=C1 N-(3-phenylprop-2-yn-1-yl)naphthalen-2-amine